C(C)(C)(C)OC(=O)N1CC2(C1)CCN(CC2)C2=NC(=NC=C2)C2=CN=C1N2C=C(N=C1)C(F)(F)F 7-(2-(6-(trifluoromethyl)imidazo[1,2-a]pyrazin-3-yl)pyrimidin-4-yl)-2,7-diazaspiro[3.5]nonane-2-carboxylic acid tert-butyl ester